4-((6-fluoroquinolin-4-yl)amino)-N-(3-((2-methylpyridin-4-yl)oxy)phenyl)benzamide tert-butyl-(2S,4S)-2-((4-(N-(tert-butyl)sulfamoyl)phenyl)carbamoyl)-4-phenylpyrrolidine-1-carboxylate C(C)(C)(C)OC(=O)N1[C@@H](C[C@H](C1)C1=CC=CC=C1)C(NC1=CC=C(C=C1)S(NC(C)(C)C)(=O)=O)=O.FC=1C=C2C(=CC=NC2=CC1)NC1=CC=C(C(=O)NC2=CC(=CC=C2)OC2=CC(=NC=C2)C)C=C1